2-((2-Methyl-6-(trifluoromethyl)pyridin-3-yl)sulfonyl)-6-(tetrahydro-2H-pyran-4-yl)-2,6-diazaspiro[3.4]octane CC1=NC(=CC=C1S(=O)(=O)N1CC2(C1)CN(CC2)C2CCOCC2)C(F)(F)F